ethylpiperazinepropanesulfonic acid C(C)C1N(CCNC1)CCCS(=O)(=O)O